methyl 4-(2-cyclopropyl-3,5-difluorophenyl)-2-(fluoromethyl)-5-oxo-4,5,6,7-tetrahydro-1H-cyclopenta[b]pyridine-3-carboxylate C1(CC1)C1=C(C=C(C=C1F)F)C1C2=C(NC(=C1C(=O)OC)CF)CCC2=O